tert-butyl 5-(hydroxymethyl)-2,3,4,7-tetrahydro-1H-azepine-1-carboxylate OCC=1CCCN(CC1)C(=O)OC(C)(C)C